2-fluoro-4-{[1-(5-methylpyridin-2-yl)pyrazol-3-yl]oxy}aniline FC1=C(N)C=CC(=C1)OC1=NN(C=C1)C1=NC=C(C=C1)C